BrC1=NC=CC(=C1)CCCN 3-(2-bromopyridin-4-yl)propan-1-amine